3-ethyl-4-{4-[4-(1-methyl-1H-pyrazol-4-yl)-1H-imidazol-1-yl]-3-(propan-2-yl)-1H-pyrazolo[3,4-b]pyridin-1-yl}benzamide C(C)C=1C=C(C(=O)N)C=CC1N1N=C(C=2C1=NC=CC2N2C=NC(=C2)C=2C=NN(C2)C)C(C)C